NC1=C2C(=NC=N1)N(N=C2C2=CC=C(C=C2)CNC(C2=C(C=CC=C2)OC)=O)C2CCC1(OCCO1)CC2 N-[[4-[4-amino-1-(1,4-dioxaspiro[4.5]decan-8-yl)pyrazolo[3,4-d]pyrimidin-3-yl]phenyl]methyl]-2-methoxy-benzamide